BrC=1C=CC(=C(C1)CN(C)C)N1CCSCC1 1-(5-bromo-2-thiomorpholinophenyl)-N,N-dimethylmethanamine